CN1C(=C(C(=C1C)C(=O)OCC)C1=CC=CC=C1)C(=O)OCC diethyl 1,5-dimethyl-3-phenyl-1H-pyrrole-2,4-dicarboxylate